(propenoic acid) potassium salt [K+].C(C=C)(=O)[O-]